1-(4-(6-Isopropyl-5-(8-methyl-[1,2,4]triazolo[1,5-a]pyridin-6-yl)-4H-pyrrolo[3,2-d]thiazol-2-yl)piperidin-1-yl)-2-methylpropan-2-ol C(C)(C)C1=C(NC2=C1N=C(S2)C2CCN(CC2)CC(C)(O)C)C=2C=C(C=1N(C2)N=CN1)C